ClC=1N(C(C2=C(N1)CN([C@@H](C2)C)C(=O)OC(C)(C)C)=O)C2=NN(C(=C2)C(NC)=O)C (R)-tert-butyl 2-chloro-6-methyl-3-(1-methyl-5-(methylcarbamoyl)-1H-pyrazol-3-yl)-4-oxo-3,4,5,6-tetrahydropyrido[3,4-d]pyrimidine-7(8H)-carboxylate